CN1N=CC(=C1)C(=O)NC1=CC2=C(C=N1)C=C(N2)C2=CN=C(O2)C 1-methyl-N-(2-(2-methyl-oxazol-5-yl)-1H-pyrrolo[3,2-c]pyridin-6-yl)-1H-pyrazole-4-carboxamide